BrC1=COC2=C1C=C(C=C2)C#N 3-bromo-1-benzofuran-5-carbonitrile